tert-butyl [trans-4-[[6-bromo-3-[N'-(2,6-dichlorophenyl)carbamimidoyl]pyrrolo[1,2-b]pyridazin-4-yl]amino]cyclohexyl]carbamate BrC=1C=C2N(N=CC(=C2N[C@@H]2CC[C@H](CC2)NC(OC(C)(C)C)=O)C(N)=NC2=C(C=CC=C2Cl)Cl)C1